FC1=CC(=C(CN(C(C(C)(C)C)=O)CC(NC=2C=C3CC4(C(NC5=NC=CC=C54)=O)CC3=CC2)=O)C=C1F)CNC N-(4,5-difluoro-2-((methylamino)methyl)benzyl)-N-(2-oxo-2-((2'-oxo-1,1',2',3-tetrahydrospiro[indene-2,3'-pyrrolo[2,3-b]pyridin]-5-yl)amino)ethyl)pivalamide